C(C=C)(=O)N1C[C@@H](N(CC1)C=1C2=C(N(C(N1)=O)C1=NC=CC=C1C1CC1)N=C(C(=C2)Cl)C2=C(C=CC=C2)F)C (S)-4-(4-acryloyl-2-methylpiperazin-1-yl)-6-chloro-1-(3-cyclopropylpyridin-2-yl)-7-(2-fluorophenyl)pyrido[2,3-d]pyrimidin-2(1H)-one